(6S,12S)-6,12-dimethyl-19-(oxan-2-yl)-8,11,14-trioxa-4,5,19,20-tetraazatetracyclo[13.5.2.12,5.018,21]tricosa-1(20),2(23),3,15(22),16,18(21)-hexaene C[C@@H]1N2N=CC(C3=NN(C=4C=CC(OC[C@@H](OCCOC1)C)=CC34)C3OCCCC3)=C2